methyl (S)-3-(3-cyclohexyl-5-(3,5-dimethyl-1H-pyrazol-1-yl)phenyl)-4-(8,8-difluoro-6-((5,6,7,8-tetrahydro-1,8-naphthyridin-2-yl)methyl)-2,6-diazaspiro[3.4]octan-2-yl)butanoate C1(CCCCC1)C=1C=C(C=C(C1)N1N=C(C=C1C)C)[C@H](CC(=O)OC)CN1CC2(C1)CN(CC2(F)F)CC2=NC=1NCCCC1C=C2